N,2,2-trimethyl-3-(methylamino)-N-(3,4,5-trifluorobenzyl)propionamide CN(C(C(CNC)(C)C)=O)CC1=CC(=C(C(=C1)F)F)F